FC(C1=NNC(=C1N)C(F)(F)F)(F)F 3,5-bis(trifluoromethyl)-1H-pyrazol-4-amine